((1s,3s)-3-(((5-((4-(3-((2-((1S)-1-((tetrahydro-2H-pyran-2-yl)oxy)ethyl)-1H-imidazol-1-yl)methyl)isoxazol-5-yl)phenyl)ethynyl)pyridin-2-yl)methyl)amino)cyclobutyl)methanol O1C(CCCC1)O[C@@H](C)C=1N(C=CN1)CC1=NOC(=C1)C1=CC=C(C=C1)C#CC=1C=CC(=NC1)CNC1CC(C1)CO